2-((6-cyanobenzo[d]thiazol-2-yl)amino)-N-(pyrrolidin-3-ylmethyl)isonicotinamide C(#N)C1=CC2=C(N=C(S2)NC=2C=C(C(=O)NCC3CNCC3)C=CN2)C=C1